4-[[(2S)-1,4-dioxan-2-yl]methoxy]-9,10-dimethoxy-1-methyl-6,7-dihydrobenzo[a]quinolizin-2-one O1[C@@H](COCC1)COC=1N2CCC3=C(C2=C(C(C1)=O)C)C=C(C(=C3)OC)OC